OC=1C=C(C=CC1)NC1=NC2=CC=CC=C2C(N1)=O 2-((3-hydroxyphenyl)amino)quinazolin-4(3H)-one